BrCCCCCCCC\C=C/CCCCCCCC (Z)-1-bromooctadec-9-ene